(7R)-7,9-dibenzyl-N-(3,3-diphenylpropyl)-4,8-dioxooctahydropyrimido[1,2-a][1,4]diazepine-1(2H)-carboxamide C(C1=CC=CC=C1)[C@H]1C(N(CC2N(C1)C(CCN2C(=O)NCCC(C2=CC=CC=C2)C2=CC=CC=C2)=O)CC2=CC=CC=C2)=O